FC1=C(C=CC(=C1F)O)C=1SC2=C(N1)CCC(C2=O)(C)C 2-(2,3-difluoro-4-hydroxyphenyl)-6,6-dimethyl-5,6-dihydrobenzo[d]thiazol-7(4H)-one